FC1=C(C=CC=C1)C=1C2=C(N=C(N1)SC)NCCC2 4-(2-fluorophenyl)-2-(methylthio)-5,6,7,8-tetrahydropyrido[2,3-d]pyrimidine